[Ni].C1=CCCC=CCC1.C1=CCCC=CCC1 bis1,5-cyclooctadiene Nickel